N-[(6-Amino-2-pyridyl)sulfonyl]-6-(3-fluoro-5-isobutoxyphenyl)-5-methyl-2-(2,2,4-trimethylpyrrolidin-1-yl)pyridin-3-carboxamid NC1=CC=CC(=N1)S(=O)(=O)NC(=O)C=1C(=NC(=C(C1)C)C1=CC(=CC(=C1)OCC(C)C)F)N1C(CC(C1)C)(C)C